(±)-tert-butyl N-[3-[(trans-2-cyanocyclopropanecarbonyl)amino]-6-(2-oxo-3H-benzimidazol-1-yl)-8-isoquinolyl]carbamate C(#N)[C@H]1[C@@H](C1)C(=O)NC=1N=CC2=C(C=C(C=C2C1)N1C(NC2=C1C=CC=C2)=O)NC(OC(C)(C)C)=O |r|